(1s,4s)-N-(Benzo[d]thiazol-2-yl)-4-(6-((2-(dimethylamino)ethyl)amino)-4-methyl-1-oxoisoindolin-2-yl)cyclohexane-1-carboxamide S1C(=NC2=C1C=CC=C2)NC(=O)C2CCC(CC2)N2C(C1=CC(=CC(=C1C2)C)NCCN(C)C)=O